C(C)(C)(C)C1CCC2(CC1)OC1=CC(=CC=C1C(C2)=O)C(F)(F)F 4'-(tert-butyl)-7-(trifluoromethyl)spiro[chromane-2,1'-cyclohexan]-4-one